CCCCCCCCCCCCCC(C)C=O The molecule is a 2-methyl-branched fatty aldehyde that is pentadecanal in which a hydrogen at position 2 has been replaced by a methyl group. It is a 2-methyl-branched fatty aldehyde and a saturated fatty aldehyde. It derives from a pentadecanal.